4-(diethylamino)-2-butanol C(C)N(CCC(C)O)CC